1-(5-ethyl-5-methyl-cyclohex-1-en-1-yl)ethan-1-one C(C)C1(CCC=C(C1)C(C)=O)C